ClC1=C(C=C(C=C1)OC)N1CC2=C(C=3C=CC=NC13)N=C(N=C2)N[C@@H]2COCC[C@@H]2NC(C=C)=O N-((3S,4S)-3-((6-(2-chloro-5-methoxyphenyl)-5,6-dihydropyrimido[5,4-c][1,8]naphthyridin-2-yl)amino)tetrahydro-2H-pyran-4-yl)acrylamide